(3R,4R) and (3S,4S)-4-(4-(2-amino-6-chloroquinazolin-7-yl)piperidin-1-yl)-4-methyltetrahydrofuran-3-ol NC1=NC2=CC(=C(C=C2C=N1)Cl)C1CCN(CC1)[C@]1([C@H](COC1)O)C |r|